6-(2-((1-(cyclopropylsulfonyl)piperidin-4-yl)amino)-6-methylpyrido[3,4-d]pyrimidin-8-yl)-8,8-difluoro-2,6-diazaspiro[3.4]octane-2-carboxylic acid tert-butyl ester C(C)(C)(C)OC(=O)N1CC2(C1)CN(CC2(F)F)C2=NC(=CC1=C2N=C(N=C1)NC1CCN(CC1)S(=O)(=O)C1CC1)C